N-[[4-[4-Amino-1-[(1R,4R)-4-aminocyclopent-2-en-1-yl]pyrazolo[3,4-d]pyrimidin-3-yl]phenyl]methyl]-2-methoxy-benzamide NC1=C2C(=NC=N1)N(N=C2C2=CC=C(C=C2)CNC(C2=C(C=CC=C2)OC)=O)[C@H]2C=C[C@@H](C2)N